4-(7-(3-Aminopiperidin-1-yl)-3-(2-fluoro-4-(tetrahydro-1H-furo[3,4-c]pyrrol-5(3H)-yl)phenyl)-3H-imidazo[4,5-b]pyridin-2-yl)-2-fluorobenzonitrile NC1CN(CCC1)C1=C2C(=NC=C1)N(C(=N2)C2=CC(=C(C#N)C=C2)F)C2=C(C=C(C=C2)N2CC1C(C2)COC1)F